CC(C#CC=1C=C(C=C2C(=NNC12)N)C1=CC(=NC=C1)NC=1C=NN(C1)C1OCCCC1)(C)C 7-(3,3-dimethylbut-1-yn-1-yl)-5-(2-((1-(tetrahydro-2H-pyran-2-yl)-1H-pyrazol-4-yl)amino)pyridin-4-yl)-1H-indazol-3-amine